toluidine benzenesulfinate salt C1(=CC=CC=C1)S(=O)O.NC=1C(=CC=CC1)C